FC1=CC=C(CC2(CC2)C(=O)N[C@@H]2[C@H](CNCC2)C)C=C1 (4-fluorobenzyl)-N-((3S,4S)-3-methylpiperidin-4-yl)cyclopropane-1-carboxamide